(S)-2-(4-(6-(4-cyano-2-fluorobenzyloxy)pyridin-2-yl)-2-fluorobenzyl)-1-(oxetan-2-ylmethyl)-1H-benzo[d]imidazole-6-carboxylic acid C(#N)C1=CC(=C(COC2=CC=CC(=N2)C2=CC(=C(CC3=NC4=C(N3C[C@H]3OCC3)C=C(C=C4)C(=O)O)C=C2)F)C=C1)F